2'-chloro-4'-phenethoxy-4,5,5',6'-tetrahydro-2H-spiro[furan-3,8'-pyrano[3,4-b]pyridine] ClC1=CC(=C2C(=N1)C1(OCC2)COCC1)OCCC1=CC=CC=C1